C1(CC1)C1=C(C=C(C(=O)OC)C=C1)S(NC1=C(C=CC(=C1)C=1C=NOC1C)C=1C=NC=CC1)(=O)=O Methyl 4-cyclopropyl-3-(N-(5-(5-methylisoxazol-4-yl)-2-(pyridin-3-yl)phenyl)sulfamoyl)benzoate